CC1(CCC2=CC=C(C=C12)CCC=O)C 3-(3,3-dimethyl-2,3-dihydro-1H-inden-5-yl)propionaldehyde